6-chloro-N-[5-(2,2-difluoroethoxy)-4,6-dimethoxy-pyrimidin-2-yl]-7-(2-pyridinyl)-1H-indole-3-sulfonamide ClC1=CC=C2C(=CNC2=C1C1=NC=CC=C1)S(=O)(=O)NC1=NC(=C(C(=N1)OC)OCC(F)F)OC